N1[C@H](CCC1)CCNC(O[C@H]1[C@H](NC[C@@H]1O)CC1=CC=C(C=C1)C1=CC=CC=C1)=O (2R,3S,4S)-2-{[1,1'-biphenyl]-4-ylmethyl}-4-hydroxypyrrolidin-3-yl N-{2-[(2R)-pyrrolidin-2-yl]ethyl}carbamate